4-(3-(2-methoxypyridin-4-yl)phenyl)pyrimidine COC1=NC=CC(=C1)C=1C=C(C=CC1)C1=NC=NC=C1